((6-chloro-2-methyl-2H-indazol-5-yl)imino)-3-((1-(methyl-d3)-1H-1,2,4-triazol-3-yl)methyl)-1-(2,4,5-trifluorobenzyl)-1,3,5-triazine-2,4-dione ClC=1C(=CC2=CN(N=C2C1)C)N=C1NC(N(C(N1CC1=C(C=C(C(=C1)F)F)F)=O)CC1=NN(C=N1)C([2H])([2H])[2H])=O